ClC=1C(=C2C=NNC2=CC1C)C=1C(=NN(C1C)C1CC2(CN(C2)C(C=C)=O)C1)N1C2(CCC2)CN(CC1)C1COCC1 1-(6-(4-(5-chloro-6-methyl-1H-indazol-4-yl)-5-methyl-3-(8-(tetrahydrofuran-3-yl)-5,8-diazaspiro[3.5]nonan-5-yl)-1H-pyrazol-1-yl)-2-azaspiro[3.3]heptan-2-yl)prop-2-en-1-one